N1(N=CN=C1)C[C@H]1N(C[C@@H](C1)N=[N+]=[N-])C(=O)OC(C)(C)C tert-Butyl (2S,4R)-2-((1H-1,2,4-triazol-1-yl)methyl)-4-azidopyrrolidine-1-carboxylate